tetrahydro-2H-pyran-4-nicotinamide O1CCC(CC1)C1=CC=NC=C1C(=O)N